4-(((2-(trimethylsilyl)ethoxy)methoxy)methyl)thiazole-2-carbaldehyde oxime C[Si](CCOCOCC=1N=C(SC1)C=NO)(C)C